CN1N=C(N=N1)CN (2-methyl-2H-tetrazol-5-yl)methanamine